O1C(CCCC1)OC(C)O (3,4,5,6-tetrahydro-2H-pyran-2-yloxy)ethanol